C(CCCCCCCCCCCCCC)(=O)OCC([C@H](C[C@H]1C(NCC1)=O)NC([C@H](CC(C)C)NC(=O)C=1NC2=CC=CC(=C2C1)OC)=O)=O (S)-3-((S)-2-(4-methoxy-1H-indole-2-carboxamido)-4-methylpentanamido)-2-oxo-4-((S)-2-oxopyrrolidin-3-yl)butyl pentadecanoate